C(CN(P(OCC)(O)=O)P(OCC)(O)=O)N(P(OCC)(O)=O)P(OCC)(O)=O ethylenediaminetetra(1-ethylphosphonic acid)